C(=O)(O)CN1CCN(CCCN(CCCN(CCC1)CC(=O)O)CC(=O)O)CC1=[N+](C=CC2=CC=CC=C12)[O-] 1-((4,8,12-tris(carboxymethyl)-1,4,8,12-tetraazacyclopentadec-1-yl)methyl)isoquinoline 2-oxide